6-chloro-1,1-dioctyloxy-hexane ClCCCCCC(OCCCCCCCC)OCCCCCCCC